FC(C1=NC(=NO1)C1=CC=2CN(CCC2S1)C(=O)OC1=CC=C(C=C1)Cl)(F)F 4-chlorophenyl 2-(5-(trifluoromethyl)-1,2,4-oxadiazol-3-yl)-6,7-dihydrothieno[3,2-c]pyridine-5(4H)-carboxylate